FC1=C(C=C(C(=C1F)F)F)[N+](=O)[O-] 2,3,4,5-tetrafluoronitrobenzene